1-(benzoylthio)-2-(ethylthio)ethane Aluminium-Aluminium [Al].[Al].C(C1=CC=CC=C1)(=O)SCCSCC